5-[4-(dimethoxymethyl)-4-fluoro-1-piperidinyl]pyridin-2-amine COC(C1(CCN(CC1)C=1C=CC(=NC1)N)F)OC